ClC1=NC=C(C(=O)NNC(=O)C2CCN(CC2)C(=O)OC(C)(C)C)C(=C1)NC tert-Butyl 4-(2-(6-chloro-4-(methylamino)nicotinoyl)hydrazine-1-carbonyl)piperidine-1-carboxylate